ClC1=C(C2=C(OCO2)C=C1Cl)OB(O)O (5,6-dichloro-1,3-benzodioxol-4-yl)boric acid